OC1=C2C(=NC(=N1)C(=O)O)N(N=C2)C(C)C 4-hydroxy-1-isopropylpyrazolo[3,4-d]pyrimidine-6-carboxylic acid